C(C)OC(=O)C1=CN(C(C=C1C1=CC=CC=C1)=O)C[C@@]1(CCN(CC12CCCC2)C([C@@H](CC2CCCCC2)C)=O)O Ethyl-1-(((S)-7-((R)-3-cyclohexyl-2-methylpropanoyl)-10-hydroxy-7-azaspiro[4.5]decan-10-yl)methyl)-6-oxo-4-phenyl-1,6-dihydropyridin-3-carboxylat